4-amino-1-((2R,4S,5R)-5-cyclopropyl-4-hydroxy-5-(hydroxymethyl)tetrahydrofuran-2-yl)pyrimidin-2(1H)-one NC1=NC(N(C=C1)[C@@H]1O[C@@]([C@H](C1)O)(CO)C1CC1)=O